tert-Butyl (3S,4S)-4-[4-[4-[2-[tert-butyl (dimethyl) silyl]oxy-1-(5-fluoro-2-pyridyl)ethoxy] pyrazolo[1,5-a]pyridin-6-yl]-5-methyl-triazol-1-yl]-3-hydroxy-piperidine-1-carboxylate [Si](C)(C)(C(C)(C)C)OCC(OC=1C=2N(C=C(C1)C=1N=NN(C1C)[C@@H]1[C@H](CN(CC1)C(=O)OC(C)(C)C)O)N=CC2)C2=NC=C(C=C2)F